2-[3'-tert.-butyl-5'-(2-(2-ethylhexyloxy)carbonylethyl)-2'-hydroxyphenyl]benzotriazole C(C)(C)(C)C=1C(=C(C=C(C1)CCC(=O)OCC(CCCC)CC)N1N=C2C(=N1)C=CC=C2)O